C(C)(C)(C)O[C@@H]([C@@H](C(=O)N[C@H](C(=O)N[C@H](CO)C[C@H]1C(NCC1)=O)CC1CCCCC1)NC(OCC1=CC=CC=C1)=O)C Benzyl ((2S,3R)-3-(tert-butoxy)-1-(((S)-3-cyclohexyl-1-(((S)-1-hydroxy-3-((S)-2-oxopyrrolidin-3-yl)propan-2-yl)amino)-1-oxopropan-2-yl)amino)-1-oxobutan-2-yl)carbamate